COC1=CC=C(C2=C(C=CC=C12)OCC#C)C=O 4-methoxy-8-(prop-2-yn-1-yloxy)naphthalene-1-carbaldehyde